1-(3-(tert-butyl)isoxazol-5-yl)-3-(4-((7-oxo-5,6,7,8-tetrahydro-1,8-naphthyridin-4-yl)oxy)naphthalen-1-yl)urea C(C)(C)(C)C1=NOC(=C1)NC(=O)NC1=CC=C(C2=CC=CC=C12)OC1=CC=NC=2NC(CCC12)=O